tert-Butyl 4-(2-tert-butoxycarbonylhydrazino)-3,3-difluoro-piperidine-1-carboxylate C(C)(C)(C)OC(=O)NNC1C(CN(CC1)C(=O)OC(C)(C)C)(F)F